CC1(CC1)C(=O)NCC=1NC2=CC(=CC=C2C1)CCC=1N=CSC1 1-methyl-N-((6-(2-(thiazol-4-yl)ethyl)-1H-indol-2-yl)methyl)cyclopropane-1-carboxamide